(S)-1-(3-(4-(3-Bromo-2-(2-chloro-6-fluorophenyl)imidazo[2,1-f][1,6]naphthyridin-9-yl)-1H-pyrazol-1-yl)pyrrolidin-1-yl)-2-hydroxyethan-1-one BrC1=C(N=C2C=3C=C(C=NC3C=CN21)C=2C=NN(C2)[C@@H]2CN(CC2)C(CO)=O)C2=C(C=CC=C2F)Cl